4,7-bis(4-aminophenyl)-1-methyl-1H-benzimidazole NC1=CC=C(C=C1)C1=CC=C(C=2N(C=NC21)C)C2=CC=C(C=C2)N